5-methoxy-6H-pyrrolo[2,3-c]Pyridine-2-carboxamide COC1=CC=2C(=CN1)N=C(C2)C(=O)N